(S)-2-bromopropionate Br[C@H](C(=O)[O-])C